C(C)C1=CC(=NNC1=O)C1CN(CCC1)C(=O)OC(C)(C)C tert-butyl 3-(5-ethyl-6-oxo-1,6-dihydropyridazin-3-yl)piperidine-1-carboxylate